N-((1-benzylcyclobutyl)methyl)-5-hydroxy-4-methylnicotinamide C(C1=CC=CC=C1)C1(CCC1)CNC(C1=CN=CC(=C1C)O)=O